FC=1C(=C(C=CC1F)[C@H]1[C@H](O[C@H]([C@H]1C)C)C(=O)NC1=CC(=NC=C1)C(=O)N)OC (2S,3S,4S,5S)-4-[[3-(3,4-Difluoro-2-methoxy-phenyl)-4,5-dimethyl-tetrahydrofuran-2-carbonyl]amino]pyridin-2-carboxamid